COCOC=1C=CC=2C(C3=CC=C(C=C3OC2C1)N1CCCC1)=O 3-(methoxymethoxy)-6-(pyrrolidin-1-yl)-9H-xanthen-9-one